C(#N)C1=C(C=C(CNC(=O)C2=CC=3C(=C(N=NC3)OCC3(CC3)S(N(C=3SC=CN3)C)(=O)=O)N(C2=O)C)C=C1)F N-(4-cyano-3-fluorobenzyl)-1-methyl-8-((1-(N-methyl-N-(thiazol-2-yl)sulfamoyl)cyclopropyl)methoxy)-2-oxo-1,2-dihydropyrido[2,3-d]pyridazine-3-carboxamide